5-[2-(2-ethylhexoyloxy)ethoxy]phenol C(C)C(C(=O)OCCOC=1C=CC=C(C1)O)CCCC